COC=1C=CC=2C3=C(N(C2C1)CC1=CC=C(C=C1)S(N)(=O)=O)CCN(C3)C(=O)OC(C)(C)C tert-butyl 7-methoxy-5-(4-sulfamoylbenzyl)-1,3,4,5-tetrahydro-2H-pyrido[4,3-b]indole-2-carboxylate